[4-(6-Amino-pyridazin-3-yl)-piperidin-1-yl]-(6'-ethyl-4-methoxy-[3,3']bipyridinyl-6-yl)-methanone NC1=CC=C(N=N1)C1CCN(CC1)C(=O)C1=CC(=C(C=N1)C=1C=NC(=CC1)CC)OC